4-(4-(2-(2,2-Difluoroethoxy)ethyl)piperazin-1-yl)aniline FC(COCCN1CCN(CC1)C1=CC=C(N)C=C1)F